methyl 1-(tert-butyl)-4-(3-methylphenoxy)-1H-pyrazole-5-carboxylate C(C)(C)(C)N1N=CC(=C1C(=O)OC)OC1=CC(=CC=C1)C